[O-]C(=O)C(F)(F)F.FC(C1=NC(=NO1)C1=CN=C(S1)N1C2C[NH2+]C(C1)C2)(F)F 5-(5-(5-(trifluoromethyl)-1,2,4-oxadiazol-3-yl)thiazol-2-yl)-2,5-diazabicyclo[2.2.1]heptan-2-ium TFA Salt